4-bromo-2,6-dichloro-5-fluoropyridine-3-carboxylic acid BrC1=C(C(=NC(=C1F)Cl)Cl)C(=O)O